3,3,3',3'-tetramethyl-1,1'-spirobiindane CC1(CC2(C3=CC=CC=C13)CC(C1=CC=CC=C12)(C)C)C